ethyl 9,9-dimethyl-1,4,8-trioxaspiro[4.5]dec-6-ene-7-carboxylate CC1(OC(=CC2(OCCO2)C1)C(=O)OCC)C